N-[6-Amino-1-(4-fluorobenzyl)-2,3-dihydro-1H-indol-5-yl]-3,3-dimethylbutyramide NC1=C(C=C2CCN(C2=C1)CC1=CC=C(C=C1)F)NC(CC(C)(C)C)=O